O[C@@H]1CC(N(C1)C(=O)OC(C)(C)C)C=1C(=NC=NC1)O tert-butyl (4R)-4-hydroxy-2-(4-hydroxypyrimidin-5-yl)pyrrolidine-1-carboxylate